1-(3-difluoromethyl-1H-pyrazol-4-yl)-1-butanone FC(C1=NNC=C1C(CCC)=O)F